N[C@@H]([C@@H](C1=CC=CC=C1)NC(CC(=O)NC1=C(C=C(C=C1)C)Br)=O)C1=CC=CC=C1 N1-((1R,2R)-2-amino-1,2-diphenylethyl)-N3-(2-bromo-4-methylphenyl)malonamide